N-[2-(3,5-dichloro-2-pyridyl)-2-azaspiro[3.3]heptan-6-yl]-3,4-dimethyl-pyrimido[4',5':4,5]thieno[2,3-c]pyridazin-8-amine ClC=1C(=NC=C(C1)Cl)N1CC2(C1)CC(C2)NC2=NC=NC1=C2SC=2N=NC(=C(C21)C)C